N-Hexylhexanamid C(CCCCC)NC(CCCCC)=O